NC=1C=C(C(=O)OC)C(=CN1)Br methyl 2-amino-5-bromoisonicotinate